CON(C(=O)C=1C(=NC=CC1)CCNC(OC(C)(C)C)=O)C tert-butyl (2-(3-(methoxy(methyl)carbamoyl)pyridin-2-yl)ethyl)carbamate